(4Z)-11,11-dipentyloxy-4-undecene C(CCCC)OC(CCCCC\C=C/CCC)OCCCCC